({[(3R)-1-(tert-butoxycarbonyl)piperidin-3-yl]carbonyl}amino)-5-(2-chloro-5-cyanophenyl)-1H-indazole-1-carboxylic acid 2,2-dimethylpropyl ester CC(COC(=O)N1N=C(C2=CC(=CC=C12)C1=C(C=CC(=C1)C#N)Cl)NC(=O)[C@H]1CN(CCC1)C(=O)OC(C)(C)C)(C)C